3-isopropyl-3-isopropylacrylic acid C(C)(C)C(=CC(=O)O)C(C)C